ethyl 2-hydroxybenzoate (ETHYL SALICYLATE) C(C)OC=1C(C(=O)O)=CC=CC1.OC1=C(C(=O)OCC)C=CC=C1